C1(CC1)[C@]1(C(N(C[C@H]1C)C=1C=2N(N=CC1)C=C(C2)C2=CC=CC=1N2C=CN1)=O)C#N (3R,4S)-3-cyclopropyl-1-(6-imidazo[1,2-a]pyridin-5-ylpyrrolo[1,2-b]pyridazin-4-yl)-4-methyl-2-oxopyrrolidine-3-carbonitrile